ClC1=C(C(=O)NC2=CC=C(C=C2)N2C3=C(NC(CC2=O)=O)C2=CC=CC=C2C=C3)C=C(C=C1)S(=O)C 5-[4-(2-chloro-5-methanesulfinylbenzoylamino)phenyl]-1H-naphtho[1,2-b][1,4]diazepine-2,4(3H,5H)-Dione